C(C1=CC=CC=C1)OC1=NC(=CC=C1C=1C=C(C(=NC1)N1CCC(CC1)OC1=CC(=C(C=C1)N1N=CC(=C1)C(=O)O)C)F)OCC1=CC=CC=C1 1-[4-[[1-[5-(2,6-dibenzyloxy-3-pyridyl)-3-fluoro-2-pyridyl]-4-piperidyl]oxy]-2-methyl-phenyl]pyrazole-4-carboxylic acid